S1N=CC=C1C1=C(C2=CC=CC=C2C=C1)C#N 2-(isothiazol-5-yl)-1-naphthonitrile